2-amino-2-methylpropionic acid isopropyl ester C(C)(C)OC(C(C)(C)N)=O